FC=1C=2N(C=C(C1)NC(=O)C1=CC=C(C3=CN(N=C13)C)N1C[C@@H](CC1)NCC13OCC(C1)C3)C=C(N2)C N-(8-fluoro-2-methyl-imidazo[1,2-a]pyridin-6-yl)-2-methyl-4-[(3R)-3-(2-oxabicyclo[2.1.1]hexan-1-ylmethylamino)pyrrolidin-1-yl]indazole-7-carboxamide